FC1=C(C(=CC=C1)F)N1C=C(C(C2=CC(=C(N=C12)N(C)CCO)F)=O)C(=O)N[C@H](C(F)(F)F)CC 1-(2,6-difluorophenyl)-6-fluoro-7-[(2-hydroxyethyl)(methyl)amino]-4-oxo-N-[(2S)-1,1,1-trifluorobutan-2-yl]-1,4-dihydro-1,8-naphthyridine-3-carboxamide